(R) or (S)-N'-((6-cyclopropyl-5-methyl-2,3-dihydro-1H-inden-4-yl)carbamoyl)-3-fluoro-5-(2-hydroxypropan-2-yl)thiophene-2-sulfonimidamide C1(CC1)C1=C(C(=C2CCCC2=C1)NC(=O)N=[S@](=O)(N)C=1SC(=CC1F)C(C)(C)O)C |o1:16|